C(C1=CC=CC=C1)OC1=CC(=CC=2CCOC21)CC(C(C)C)N 1-(7-(benzyloxy)-2,3-dihydrobenzofuran-5-yl)-3-methylbutan-2-amine